methyl (S)-3-(8-(1-methyl-2,4-dioxo-1,4-dihydropteridin-3(2H)-yl)quinolin-5-yl)-2-(tritylamino)propanoate CN1C(N(C(C2=NC=CN=C12)=O)C=1C=CC(=C2C=CC=NC12)C[C@@H](C(=O)OC)NC(C1=CC=CC=C1)(C1=CC=CC=C1)C1=CC=CC=C1)=O